di-tert-butyl(2',4',6'-triisopropyl-3,6-dimethoxy-[biphenyl]-2-yl)phosphine C(C)(C)(C)P(C1=C(C(=CC=C1OC)OC)C1=C(C=C(C=C1C(C)C)C(C)C)C(C)C)C(C)(C)C